C(C)OC1=CC=2N(C=C1NC(=O)N1CCC=3C1=NC=CC3N3C[C@H](N(CC3)C(=O)OC(C)(C)C)C)N=C(N2)C tert-butyl (R)-4-(1-((7-ethoxy-2-methyl-[1,2,4]triazolo[1,5-a]pyridin-6-yl)carbamoyl)-2,3-dihydro-1H-pyrrolo[2,3-b]pyridin-4-yl)-2-methylpiperazine-1-carboxylate